rel-(1S,5S)-1-({2,3',5'-trifluoro-[1,1'-biphenyl]-3-yl}methyl)-9-oxa-2,6-diazaspiro[4.5]decan-7-one FC1=C(C=CC=C1C[C@@H]1NCC[C@]12NC(COC2)=O)C2=CC(=CC(=C2)F)F |o1:8,12|